5-bromo-2-methoxypyridine BrC=1C=CC(=NC1)OC